OC1CCN(CC1)C1=NC=C(C=N1)O 2-(4-hydroxy-1-piperidinyl)pyrimidin-5-ol